C1NC(CC12CCCC2)=O 2-azaspiro[4.4]nonan-3-one